3-{4-[(4-chlorophenyl)sulfamoyl]phenyl}-1-(pyridin-3-ylmethyl)urea ClC1=CC=C(C=C1)NS(=O)(=O)C1=CC=C(C=C1)NC(NCC=1C=NC=CC1)=O